C1(CC1)NC(=O)S(=O)(=O)N1CCC(CC1)(C(=O)O)CC(N(C1=CC=CC=C1)C1=CC=CC=C1)=O 1-(cyclopropylcarbamoylsulfonyl)-4-[2-oxo-2-(N-phenylanilino)ethyl]piperidine-4-carboxylic acid